C(C)(C)(C)SC1=C(N(C2=CC=C(C=C12)C(C)C)CC1=CC=C(C=C1)Cl)CC(=O)O (3-(tert-Butylthio)-1-(4-chlorobenzyl)-5-isopropyl-1H-indol-2-yl)acetic acid